2-dimethylamino-ethanesulfonic acid (4-{5-amino-6-[1-(2-chloro-3,6-difluoro-phenyl)-ethoxy]-pyrazin-2-yl}-phenyl)-amide NC=1N=CC(=NC1OC(C)C1=C(C(=CC=C1F)F)Cl)C1=CC=C(C=C1)NS(=O)(=O)CCN(C)C